3-(4-Amino-1-(1-(3-(3-fluorophenyl)-4-oxo-4H-chromen-2-yl)ethyl)-1H-pyrazolo[3,4-d]pyrimidin-3-yl)-N-cyclopropylbenzamide NC1=C2C(=NC=N1)N(N=C2C=2C=C(C(=O)NC1CC1)C=CC2)C(C)C=2OC1=CC=CC=C1C(C2C2=CC(=CC=C2)F)=O